C(#C)C1=CC(=NC=2N=C(N=CC21)NC2=CC=C(C=C2)N2CCN(CC2)C)NC(=O)N2CCCC2 N-(5-ethynyl-2-{[4-(4-methylpiperazin-1-yl)phenyl]amino}pyrido[2,3-d]pyrimidin-7-yl)pyrrolidine-1-carboxamide